FC1=C(C=CC(=C1)F)C(CN1CCC(CC1)OC1=C(C(=O)N)C=CC(=C1)N1N=C(C=2C(CC(CC12)(C)C)=O)C)(CN1N=CN=C1)O 2-((1-(2-(2,4-difluorophenyl)-2-hydroxy-3-(1H-1,2,4-triazol-1-yl)propyl)piperidin-4-yl)oxy)-4-(3,6,6-trimethyl-4-oxo-4,5,6,7-tetrahydro-1H-indazol-1-yl)benzamide